C1CCCC=2OC3=C(C21)C=CC=C3 1,2,3,4-tetrahydrodibenzofuran